3-ethylsulfanyl-N-[2-hydroxy-5-trifluoromethylsulfinylpyridin-3-yl]picolinamide methyl-(3S)-3-[[3-(3,5-difluoroanilino)-2-methyl-3-oxo-propanoyl]amino]butanoate COC(C[C@H](C)NC(C(C(=O)NC1=CC(=CC(=C1)F)F)C)=O)=O.C(C)SC=1C(=NC=CC1)C(=O)NC=1C(=NC=C(C1)S(=O)C(F)(F)F)O